(6-oxo-2,5-diphenylpyrimidin-1(6H)-yl)acetic acid O=C1C(=CN=C(N1CC(=O)O)C1=CC=CC=C1)C1=CC=CC=C1